(S)-4-{5-[(R)-(1,3-dimethyl-azetidin-3-yl)-hydroxy-(4-isopropyl-phenyl)-methyl]-pyridin-3-yl}-2-(2,6-dimethyl-pyrimidin-4-yl)-but-3-yn-2-ol CN1CC(C1)(C)[C@@](C=1C=C(C=NC1)C#C[C@](C)(O)C1=NC(=NC(=C1)C)C)(C1=CC=C(C=C1)C(C)C)O